(R)-N-(2-methoxy-4-(4-(4-methylpiperazin-1-yl)piperidin-1-yl)phenyl)-6-(3-(6-methylpyridin-3-yl)isoxazolidin-2-yl)pyrimidin-4-amine COC1=C(C=CC(=C1)N1CCC(CC1)N1CCN(CC1)C)NC1=NC=NC(=C1)N1OCC[C@@H]1C=1C=NC(=CC1)C